ONC(=O)C1=CC2=C(CN([C@H](CO2)C=2C=C3N=CC=NC3=CC2)C(=O)C2CCOCC2)C=C1 (S)-N-hydroxy-3-(quinoxalin-6-yl)-4-(tetrahydro-2H-pyran-4-carbonyl)-2,3,4,5-tetrahydrobenzo[f][1,4]oxazepine-8-carboxamide